S1C(=CC=C1)C(C#N)(O[Si](C)(C)C)C=1SC=CC1 2,2-bis(thien-2-yl)-2-((trimethylsilyl)oxy)acetonitrile